Cl.[N].[N] Dinitrogen Hydrochloride salt